C12CNCC(CC1)N2C2=NC1=CC=C(C=C1C(=N2)C=2SC(=NN2)C(F)F)S(=O)(=O)NC2(CC2)C 2-(3,8-diazabicyclo[3.2.1]octan-8-yl)-4-(5-(difluoromethyl)-1,3,4-thiadiazol-2-yl)-N-(1-methylcyclopropyl)quinazoline-6-sulfonamide